(8R)-6-(4-bromo-2,6-difluorophenyl)-8-methyl-6,7,8,9-tetrahydroimidazo[1,2-a][1,6]naphthyridine BrC1=CC(=C(C(=C1)F)C1C=2C=CC=3N(C2C[C@H](N1)C)C=CN3)F